OC([C@H](C[C@H]1C(NCC1)=O)NC([C@H](CC(C)C)NC(=O)C=1NC2=CC=CC(=C2C1)OC)=O)S(=O)(=O)O[Na] [(2S)-1-hydroxy-2-[[(2S)-2-[(4-methoxy-1H-indole-2-carbonyl)amino]-4-methyl-pentanoyl]amino]-3-[(3S)-2-oxopyrrolidin-3-yl]propyl]sulfonyloxysodium